1-(1-(3-amino-4-fluorophenyl)-3-cyclopropylpropyl)pyrimidine-2,4(1H,3H)-dione NC=1C=C(C=CC1F)C(CCC1CC1)N1C(NC(C=C1)=O)=O